tert-butyl (R)-(1-(4-(5-cyanopyridin-2-yl)piperazin-1-yl)-1-oxopropan-2-yl)(methyl)carbamate C(#N)C=1C=CC(=NC1)N1CCN(CC1)C([C@@H](C)N(C(OC(C)(C)C)=O)C)=O